ClCC(=O)NC=1C=C(C=2N(C1)C=C(N2)C)F 2-chloro-N-(8-fluoro-2-methylimidazo[1,2-a]pyridin-6-yl)acetamide